N-((5-(tert-butyl)-2-methoxyphenyl)sulfonyl)-8-methyl-5-(1H-pyrazol-1-yl)quinoline-2-carboxamide C(C)(C)(C)C=1C=CC(=C(C1)S(=O)(=O)NC(=O)C1=NC2=C(C=CC(=C2C=C1)N1N=CC=C1)C)OC